3,7-diamino-5α-cholestane NC1C[C@@H]2CC([C@H]3[C@@H]4CC[C@H]([C@@H](CCCC(C)C)C)[C@]4(CC[C@@H]3[C@]2(CC1)C)C)N